C[C@]1(CCC[C@@]2([C@@H]1[C@@H]([C@]34[C@H]2CC[C@H](C3)C(=C)C4)C(=O)[O-])C=O)C(=O)[O-] The molecule is a dicarboxylic acid anion obtained by deprotonation of both carboxy groups of gibberellin A24. It is a gibberellin carboxylic acid anion and a dicarboxylic acid dianion. It is a conjugate base of a gibberellin A24.